[Br-].[K+].[Cl-].[Na+] sodium chloride Potassium bromide